FC=1C(=NC=CC1CN1C(OC2=C(C=CC(=C2)OC=2OC=CN2)C12CCC2)=O)NS(=O)(=O)NC 3-{[3-fluoro-2-(methylaminosulfonylamino)-4-pyridyl]methyl}-7-(1,3-oxazol-2-yloxy)-2H,3H-spiro[1,3-benzoxazine-4,1'-cyclobutan]-2-one